N1N=CC=2C1=C(N=CC2)C(=O)O 1H-pyrazolo[3,4-c]pyridine-7-carboxylic acid